FC1(CCN(CC1)C1=NC(=CC(=N1)C=1N=NN(C1)C1=C(C=C(C=C1)NS(=O)(=O)CCO)N1CCC(CC1)C)C)F N-(4-(4-(2-(4,4-difluoropiperidin-1-yl)-6-methylpyrimidin-4-yl)-1H-1,2,3-triazol-1-yl)-3-(4-methylpiperidin-1-yl)phenyl)-2-hydroxyethane-1-sulfonamide